(1R,3S,5R)-2-(2-(3-acetyl-5-(2-methylpyrimidin-5-yl)-1H-indazol-1-yl)acetyl)-N-((S)-heptan-2-yl)-5-methyl-2-azabicyclo[3.1.0]hexane-3-carboxamide C(C)(=O)C1=NN(C2=CC=C(C=C12)C=1C=NC(=NC1)C)CC(=O)N1[C@@H]2C[C@@]2(C[C@H]1C(=O)N[C@@H](C)CCCCC)C